(2S,4R)-N-(2-amino-1-(4-carbamimidoylthiophen-2-yl)ethyl)-4-(difluoromethoxy)-1-((4-phenoxybenzoyl)glycyl)pyrrolidine-2-carboxamide NCC(C=1SC=C(C1)C(N)=N)NC(=O)[C@H]1N(C[C@@H](C1)OC(F)F)C(CNC(C1=CC=C(C=C1)OC1=CC=CC=C1)=O)=O